1-(1,3-dihydroxy-2-(hydroxymethyl)propan-2-yl)-3-(2-(((1-(2-(2-fluoro-4-(3-(1-(5-propylpyrimidin-2-yl)piperidin-4-yl)propoxy)phenyl)acetyl)azetidin-3-yl)methyl)amino)ethyl)urea OCC(CO)(CO)NC(=O)NCCNCC1CN(C1)C(CC1=C(C=C(C=C1)OCCCC1CCN(CC1)C1=NC=C(C=N1)CCC)F)=O